C(C1=CC=CC=C1)N1CCNCCC1 4-benzyl-1,4-diazepan